CN(C/C=C/C(=O)N(C)C1=C2CN(CC2=CC=C1C)C(C1=C(C=C(C(=C1)C(C)C)OC)O)=O)C (E)-4-(Dimethylamino)-N-(2-(2-hydroxy-5-isopropyl-4-methoxybenzoyl)-5-methylisoindolin-4-yl)-N-methylbut-2-enamide